ClC=1C=2C=3N(C(=NC2C=CC1)N[C@@H]1C(NCCNC1)=O)N=C(N3)C3=CC=C(C=C3)OC (6S)-6-{[10-chloro-2-(4-methoxyphenyl)[1,2,4]triazolo[1,5-c]quinazolin-5-yl]amino}-1,4-diazepan-5-one